FC=1C=C(C=NC1)C1N(OCC1)C(=O)C1CCN(CC1)C1=NC=CC(=N1)C(=O)O 2-[4-[3-(5-fluoro-3-pyridinyl)isoxazolidine-2-carbonyl]-1-piperidinyl]pyrimidine-4-carboxylic acid